BrC=1C(=C2C(=NC1C)NC=C2I)C 5-bromo-3-iodo-4,6-dimethyl-1H-pyrrolo[2,3-b]Pyridine